CC=1C=C(C=NC1C)N1C(N(C(C1)C#N)C1=CN=CC2=CC=CC=C12)=O 1-(5,6-dimethylpyridin-3-yl)-3-(isoquinolin-4-yl)-2-oxoimidazolidine-4-carbonitrile